NC1(CC1)CN1C=C(C2=CC=C(C=C12)C=1C=NNC1F)C(=O)C1COC2=CC=C(C=C2C1)Cl (1-((1-Aminocyclopropyl)methyl)-6-(5-fluoro-1H-pyrazol-4-yl)-1H-indol-3-yl)(6-chlorochroman-3-yl)methanone